2-(6-(1-(3-oxa-7,9-diazabicyclo[3.3.1]nonan-7-yl)ethyl)-5-methyl-7H-pyrrolo[2,3-c]pyridazin-3-yl)phenol C12COCC(CN(C1)C(C)C1=C(C3=C(N=NC(=C3)C3=C(C=CC=C3)O)N1)C)N2